sodium acetyl-ethane C(C)(=O)CC.[Na]